NC(CNC1=NC(=C2C(=N1)N(N=C2)C([2H])([2H])[2H])NC2=CC=C(C=C2)C(F)(F)F)C2=CC=CC=C2 N6-(2-amino-2-phenyl-ethyl)-1-(trideuteriomethyl)-N4-[4-(trifluoromethyl)phenyl]pyrazolo[3,4-d]pyrimidine-4,6-diamine